N-(4-(2-bromoacetyl)pyridin-2-yl)acetamide BrCC(=O)C1=CC(=NC=C1)NC(C)=O